ClC=1C=NC(=NC1)N1CCC(CC1)[C@H](C)OC=1SC2=NC(=CC=C2N1)Br 2-((S)-1-(1-(5-chloropyrimidin-2-yl)piperidin-4-yl)ethoxy)-5-bromothiazolo[5,4-b]pyridine